COC=1C=C(C=CC1)[C@H]([C@H]1CNC2=C(O1)N=CC(=C2)C=2C=NN(C2)C)NCCC2=CC=C(C#N)C=C2 |&1:8| 4-(2-(((R and S)-(3-methoxyphenyl)((R)-7-(1-methyl-1H-pyrazol-4-yl)-2,3-dihydro-1H-pyrido[2,3-b][1,4]oxazin-3-yl)methyl)amino)ethyl)benzonitrile